FC1CN(CCC1NC1=C2C=C(N(C2=CC=C1)CC(F)(F)F)C#CCNC1=C(C=C(C(=O)NC)C=C1)OC)C 4-((3-(4-((3-fluoro-1-methylpiperidin-4-yl)amino)-1-(2,2,2-trifluoroethyl)-1H-indol-2-yl)prop-2-yn-1-yl)amino)-3-methoxy-N-methylbenzamide